2'-chloro-1,1':4',1''-terphenyl ClC1=C(C=CC(=C1)C1=CC=CC=C1)C1=CC=CC=C1